2,2-dimethylpropyl butanedioate C(CCC(=O)[O-])(=O)OCC(C)(C)C